1,5,6-Tri-O-acetyl-1-deuterio-2,3,4-tri-O-methyl-D-glucitol C(C)(=O)OC([C@H](OC)[C@@H](OC)[C@H](OC)[C@H](OC(C)=O)COC(C)=O)[2H]